2-(2,3,4,5-tetrakis(3-methyl-9H-carbazol-9-yl)-6-(1-phenyl-1H-benzo[d]imidazol-2-yl)phenyl)benzo[d]thiazole CC=1C=CC=2N(C3=CC=CC=C3C2C1)C1=C(C(=C(C(=C1N1C2=CC=CC=C2C=2C=C(C=CC12)C)N1C2=CC=CC=C2C=2C=C(C=CC12)C)N1C2=CC=CC=C2C=2C=C(C=CC12)C)C1=NC2=C(N1C1=CC=CC=C1)C=CC=C2)C=2SC1=C(N2)C=CC=C1